COC=1C=C(C=NC1)C=1C=C2C=C(NC2=CC1)C=1C=NC(=CC1)C1COC1 5-(5-methoxypyridin-3-yl)-2-(6-(oxetan-3-yl)pyridin-3-yl)-1H-indole